5-cyclopropyl-4-(ethylthio)-N,N-dimethyl-3-(3-methyl-6-(trifluoromethyl)-3H-imidazo[4,5-c]pyridin-2-yl)-1H-pyrazole-1-carboxamide C1(CC1)C1=C(C(=NN1C(=O)N(C)C)C1=NC2=C(C=NC(=C2)C(F)(F)F)N1C)SCC